NCCC1=C(C=CC(=C1)OC)C(C(=O)O)(C)C 2-(2-(2-aminoethyl)-4-methoxyphenyl)-2-methylpropanoic acid